6-Amino-2-(3,5-dichloro-4-((4,4-dimethyl-1,3,4,9-tetrahydropyrano[3,4-b]indol-6-yl)oxy)phenyl)-1,2,4-triazine-3,5(2H,4H)-dione NC=1C(NC(N(N1)C1=CC(=C(C(=C1)Cl)OC=1C=C2C3=C(NC2=CC1)COCC3(C)C)Cl)=O)=O